CC1(CC1)NS(=O)(=O)C1=CC2=C(NC(N2C=2OC(=NN2)C)=O)C=C1 N-(1-methylcyclopropyl)-3-(5-methyl-1,3,4-oxadiazol-2-yl)-2-oxo-1H-benzimidazole-5-sulfonamide